ClC1=CC=C(CN2C(=NC=3N(C(N(C(C23)=O)CCCO)=O)C)OC2=CC(=CC=C2)OC(F)(F)F)C=C1 7-(4-chlorobenzyl)-1-(3-hydroxypropyl)-3-methyl-8-(3-(trifluoromethoxy)phenoxy)-3,7-dihydro-1H-purine-2,6-dione